FC=1C=CC(=C2C(=CNC12)C=O)OC 7-FLUORO-4-METHOXYINDOLE-3-CARBOXALDEHYDE